CC=1N=C(SC1C1=CC(=NC=C1)C(C(F)(F)F)(C)C)NC(=O)N1[C@@H](CCC1)C(=O)O (4-methyl-5-(2-(2,2,2-trifluoro-1,1-dimethylethyl)-4-pyridinyl)-2-thiazolyl)aminocarbonyl-L-prolin